(spirobifluorenyl)(diphenylfluorenyl)(Dibenzothiophenylphenyl)amine C12(C(=CC=C3C4=CC=CC=C4C=C13)N(C1=C(C=CC=C1)C1=CC=CC=3SC4=C(C31)C=CC=C4)C4=C(C(=CC=3C1=CC=CC=C1CC43)C4=CC=CC=C4)C4=CC=CC=C4)C=CC=C4C3=CC=CC=C3C=C42